ethyl 2-(pyridin-2-ylmethyl)-1,2,3,4-tetrazol-5-carboxylate N1=C(C=CC=C1)CN1N=C(N=N1)C(=O)OCC